C([C@H](C(=O)O)O)C(=O)O The molecule is an optically active form of malic acid having (R)-configuration. It is a conjugate acid of a (R)-malate(2-). It is an enantiomer of a (S)-malic acid.